C1(CC1)CC1=C(C(=NN1C=1SC=C(N1)C(=O)O)C=1C=C(C(=CC1)F)C1=CC(=C(C=C1)F)C)CC1=CC(=C(C=C1)S(N)(=O)=O)F 2-(5-(cyclopropylmethyl)-3-(4',6-difluoro-3'-methyl-[1,1'-biphenyl]-3-yl)-4-(3-fluoro-4-sulfamoylbenzyl)-1H-pyrazol-1-yl)thiazole-4-carboxylic acid